CC1(C2=CC=CC=C2NC=2C=CC(=CC12)N1C=2C=CC=CC2C(C2=CC=CC=C12)(C)C)C 9,9,9',9'-tetramethyl-9,10-dihydro-9'H-2,10'-biacridine